ClC=1C(=C(C=CC1CC=O)NC(OC(C)(C)C)=O)F tert-butyl (3-chloro-2-fluoro-4-(2-oxoethyl)phenyl)carbamate